CN(C1=C2C=CC=C(C2=CC=C1)S(=O)(=O)NC(C(=O)O)CCCC)C 5-(dimethylamino)naphthalene-1-sulfonylaminocaproic acid